C1(CCCCC1)N(C(C)C)CC1=NN=NN1C=1C(=NC=CC1)C#N (5-((cyclohexyl-(isopropyl)amino)methyl)-1H-tetrazol-1-yl)pyridinecarbonitrile